Cl.N=1C=NN2C1C=NC=C2N2C[C@H](CC2)N (S)-1-([1,2,4]triazolo[1,5-a]pyrazin-5-yl)pyrrolidin-3-amine hydrochloride salt